5-[2-(4-Dimethylamino-chinolin-8-sulfonylamino)-phenylethynyl]-4-methyl-pyridin CN(C1=CC=NC2=C(C=CC=C12)S(=O)(=O)NC1=C(C=CC=C1)C#CC=1C(=CC=NC1)C)C